N1CNC(CC1)=O hexahydro-1,3-diazine-4-one